rac-(R)-3-(6-(piperidin-4-yl)pyridin-3-yl)piperidine-2,6-dione N1CCC(CC1)C1=CC=C(C=N1)[C@@H]1C(NC(CC1)=O)=O |r|